2-(3-(3-((4-methyl-4H-1,2,4-triazol-3-yl)methyl)oxetan-3-yl)phenyl)-6-(pyrrolidin-3-yl)-4-(trifluoromethyl)isoindolin-1-one formate C(=O)O.CN1C(=NN=C1)CC1(COC1)C=1C=C(C=CC1)N1C(C2=CC(=CC(=C2C1)C(F)(F)F)C1CNCC1)=O